(R)-4-((cyclobutyl(methyl)amino)methyl)-2-fluoro-N'-((2,4,5,6-tetrahydro-1H-cyclobuta[f]inden-3-yl)carbamoyl)benzenesulfonimidamide C1(CCC1)N(C)CC1=CC(=C(C=C1)[S@@](=O)(N)=NC(NC1=C2C(=CC=3CCCC13)CC2)=O)F